(S)-(5-cyclopropyl-1-methyl-1H-pyrazol-4-yl)(2,7-dimethyl-3-(3,4,5-trifluorophenyl)-2,4,5,7-tetrahydro-6H-pyrazolo[3,4-c]pyridin-6-yl)methanone C1(CC1)C1=C(C=NN1C)C(=O)N1[C@H](C=2C(CC1)=C(N(N2)C)C2=CC(=C(C(=C2)F)F)F)C